BrC1=CC2=C(N(C(N2CCN2CCOCC2)=O)CC2=NC=C(C(=O)NN)C=C2)C=C1F 6-((5-bromo-6-fluoro-3-(2-morpholinoethyl)-2-oxo-2,3-dihydro-1H-benzo[d]imidazole-1-yl)methyl)nicotinohydrazide